1-(((3R,4R)-4-(4-Chloro-2-(5-fluoropyridin-2-yl)-1H-imidazol-5-yl)-3-methylpiperidin-1-yl)sulfonyl)azetidine-3-carboxamide ClC=1N=C(NC1[C@H]1[C@H](CN(CC1)S(=O)(=O)N1CC(C1)C(=O)N)C)C1=NC=C(C=C1)F